N1=C(C=C(C=C1)N)C1=NC=CC=C1 [2,2'-bipyridin]-4-amine